SC(CC(=O)OCCOC(CC(C1=CC=CC=C1)S)=O)C1=CC=CC=C1 ethylene glycol bis(3-mercapto-3-phenylpropionate)